(3S)-3-[7-(hydroxymethyl)-2,3-dihydro-1H-inden-5-yl]-3-(1,4,7-trimethyl-1H-benzotriazol-5-yl)propanoic acid ethyl ester C(C)OC(C[C@H](C1=C(C2=C(N(N=N2)C)C(=C1)C)C)C=1C=C2CCCC2=C(C1)CO)=O